CC=1C=C(C=NC1)[C@H]1N(OCC1)C(=O)C1CCN(CC1)C1=NC=CC(=N1)N1C(OCC1)=O 3-[2-[4-[(3S)-3-(5-methyl-3-pyridyl)isoxazolidine-2-carbonyl]-1-piperidyl]pyrimidin-4-yl]oxazolidin-2-one